(S)-7-((3-bromo-1-(morpholine-4-carbonyl)-4-carbonyl-1,4-dihydroquinolin-2-yl)methyl)-4-ethyl-4-hydroxy-1,7-dihydro-3H-pyrano[3,4-c]pyridine-3,8(4H)-dione BrC1=C(N(C2=CC=CC=C2C1=C=O)C(=O)N1CCOCC1)CN1C(C2=C(C=C1)[C@@](C(OC2)=O)(O)CC)=O